5-bromo-2-(tributylstannyl)pyridine BrC=1C=CC(=NC1)[Sn](CCCC)(CCCC)CCCC